1-(6-(3-(difluoromethoxy)-4-fluorophenyl)-1H-pyrazolo[4,3-b]pyridin-1-yl)butan-2-one FC(OC=1C=C(C=CC1F)C=1C=C2C(=NC1)C=NN2CC(CC)=O)F